7-(3,4-dichlorobenzoyl)-N-isobutyl-2-(4-methoxyphenyl)-3-oxo-6,8-dihydro-5H-imidazo[1,5-a]pyrazine-1-carboxamide ClC=1C=C(C(=O)N2CC=3N(CC2)C(N(C3C(=O)NCC(C)C)C3=CC=C(C=C3)OC)=O)C=CC1Cl